3-(4-Fluorobenzoyl)-4-oxopiperidine-1-carboxylic acid tert-butyl ester C(C)(C)(C)OC(=O)N1CC(C(CC1)=O)C(C1=CC=C(C=C1)F)=O